Cl.NC1CC2CCC(C1)N2C2=CN=C1C(=N2)NC=C1C=1C=CC2=C(NC(O2)=O)C1Cl 5-{3-[endo-3-amino-8-azabicyclo[3.2.1]octan-8-yl]-5H-pyrrolo[2,3-b]pyrazin-7-yl}-4-chloro-2,3-dihydro-1,3-benzoxazol-2-one, hydrochloride salt